O1CCN(CC1)CCCCC(=O)OC(C(=O)OCCCCCCCC\C=C/CCCCCCCC)C(=O)OCCCCCCCC\C=C/C\C=C/CCCCC 1-((Z)-octadec-9-en-1-yl) 3-((9Z,12Z)-octadeca-9,12-dien-1-yl) 2-((5-morpholinopentanoyl)oxy)malonate